N-(5-(6-(2-bromo-4-(trifluoromethyl)phenyl)-1-oxo-3,4-dihydroisoquinolin-2(1H)-yl)-2-((2-methoxyethoxy)methoxy)phenyl)-2-hydroxyethane-1-sulfonamide BrC1=C(C=CC(=C1)C(F)(F)F)C=1C=C2CCN(C(C2=CC1)=O)C=1C=CC(=C(C1)NS(=O)(=O)CCO)OCOCCOC